COC1=CC(=NN1C)C(=O)N1CC=2N=C(SC2C1)NC(C1=CN=C(C=C1C1=C(C=CC=C1)OC)C)=O N-(5-(5-methoxy-1-methyl-1H-pyrazole-3-carbonyl)-5,6-dihydro-4H-pyrrolo[3,4-d]thiazol-2-yl)-4-(2-methoxyphenyl)-6-methylnicotinamide